(R)-2-fluoro-N-(isoquinolin-1-yl)-N-(piperidin-3-yl)-4-(pyrimidin-2-ylamino)benzamide FC1=C(C(=O)N([C@H]2CNCCC2)C2=NC=CC3=CC=CC=C23)C=CC(=C1)NC1=NC=CC=N1